1-chloro-2-hydroxy-4-(trimethylammonio)butane ClCC(CC[N+](C)(C)C)O